C(C1=CC=CC=C1)OCCCCCC/C=C/C(B1OC(CN(CC(O1)=O)C)=O)NS(OCC(Cl)(Cl)Cl)(=O)=O 2,2,2-trichloroethyl (E)-(9-(benzyloxy)-1-(6-methyl-4,8-dioxo-1,3,6,2-dioxazaborocan-2-yl)non-2-en-1-yl)sulfamate